3-(1-(azetidin-3-yl)-1H-pyrazol-4-yl)-5-(2,3-dimethylphenyl)-6-methoxy-1-(4-methoxybenzyl)-1H-pyrazolo[4,3-b]pyridine N1CC(C1)N1N=CC(=C1)C1=NN(C=2C1=NC(=C(C2)OC)C2=C(C(=CC=C2)C)C)CC2=CC=C(C=C2)OC